3-Pyrrol-1-yl-1-sulfamoyl-pyrrole-2-carboxylic acid, sodium salt [Na+].N1(C=CC=C1)C1=C(N(C=C1)S(N)(=O)=O)C(=O)[O-]